CN(C1(CCC2(CN(C(N2)=O)C2=CC=C(C=N2)C(=O)N)CC1)C1=CC=CC=C1)C 6-(8-dimethylamino-2-oxo-8-phenyl-1,3-diazaspiro[4.5]decan-3-yl)-pyridine-3-carboxylic acid amide